1,1,2,2-tetrafluoroethylethyl ether FC(C(F)F)(F)OCC